4-[3-(4-[3-Cyano-4-methoxypyrazolo[1,5-a]pyridin-6-yl]-5-methylpyrazol-1-yl)azetidin-1-yl]-3,3-difluoropiperidine-1-carbonitrile C(#N)C=1C=NN2C1C(=CC(=C2)C=2C=NN(C2C)C2CN(C2)C2C(CN(CC2)C#N)(F)F)OC